COC(C1=C(C=C(C=C1OC)Br)OC)=O 4-bromo-2,6-dimethoxy-benzoic acid methyl ester